FC1=CC2=C(N(C(N=C2N2[C@H](CN(CC2)C(=O)OC(C)(C)C)C)=O)C=2C(=NC=CC2C=C)C(C)C)N=C1C1=C(C=CC=C1O)F (3S)-tert-butyl 4-(6-fluoro-7-(2-fluoro-6-hydroxyphenyl)-1-(2-isopropyl-4-vinylpyridin-3-yl)-2-oxo-1,2-dihydropyrido[2,3-d]Pyrimidine-4-yl)-3-methylpiperazine-1-carboxylate